FC1=C(C(=CC=C1)C)N1N=C2C(=CC1=O)NN=C2C=2C=CC(=NC2)N2CC1N(CC2)COC1 7-(5-(5-(2-fluoro-6-methylphenyl)-6-oxo-5,6-dihydro-1H-pyrazolo[4,3-c]pyridazin-3-yl)pyridin-2-yl)tetrahydro-1H-oxazolo[3,4-a]pyrazin